(R)-1-(3-chlorophenyl)-3-(6-(methylsulfonyl)isoquinolin-4-yl)-2-oxoimidazoline-4-carbonitrile ClC=1C=C(C=CC1)N1C(N([C@H](C1)C#N)C1=CN=CC2=CC=C(C=C12)S(=O)(=O)C)=O